bis(4-cyanomethylphenyl)-4,4'-bipyridine dibromide [Br-].[Br-].C(#N)CC1=CC=C(C=C1)C=1C(=NC=CC1C1=CC=NC=C1)C1=CC=C(C=C1)CC#N